FC1(CC1)C1=NNC(=N1)C1CC2(CN(C2)C(=O)N2CC3(C2)CN(C3)CC3=CC(=NS3)C(F)(F)F)C1 [6-[3-(1-fluorocyclopropyl)-1H-1,2,4-triazol-5-yl]-2-azaspiro[3.3]heptan-2-yl]-[6-[[3-(trifluoromethyl)isothiazol-5-yl]methyl]-2,6-diazaspiro[3.3]heptan-2-yl]methanone